ClC1=CC=C2C(NC(N(C2=C1)C1=CN=C(N1C)C(=O)OCC)=O)=O Ethyl 5-(7-chloro-2,4-dioxo-3,4-dihydroquinazolin-1(2H)-yl)-1-methyl-1H-imidazole-2-carboxylate